FC=1C=CC(=C(C1)C(=O)N1[C@@H]2[C@@H](C[C@H](C1)C2)NC2=NC=C(N=C2)C(F)(F)F)C2=NC=CC=N2 (5-fluoro-2-(pyrimidin-2-yl)phenyl)((1S,4S,6R)-6-((5-(trifluoromethyl)pyrazin-2-yl)amino)-2-azabicyclo[2.2.1]heptan-2-yl)methanone